lithium furancarboxylate O1C(=CC=C1)C(=O)[O-].[Li+]